N[C@H]1CN(CCC1)C(=O)C1=NN(C(=C1)C1=CC(=C(C#N)C=C1)F)C1=C(C=C(C=C1)C(C)C)F (R)-4-(3-(3-aminopiperidine-1-carbonyl)-1-(2-fluoro-4-isopropylphenyl)-1H-pyrazol-5-yl)-2-fluorobenzonitrile